5-(4-methoxyphenyl)-3,4-dihydro-2H-pyrrole-2-carboxylic acid methyl ester COC(=O)C1N=C(CC1)C1=CC=C(C=C1)OC